COC1=C(C(=CC=C1)OC)N1C(=NC=2C1=NC(=CN2)NS(=O)(=O)C2=CC=NC=C2)C2=NC(=CC=C2)OCC N-(1-(2,6-dimethoxyphenyl)-2-(6-ethoxypyridin-2-yl)-1H-imidazo[4,5-b]pyrazin-6-yl)pyridine-4-sulfonamide